C(C)(=O)N1CCC(CC1)C=1C=C(C=CC1)C1N(CC(CC1)C)C(C(=O)NC=1C=NC=C(C(=O)N)C1)=O 5-(2-(2-(3-(1-acetylpiperidin-4-yl)phenyl)-5-methylpiperidin-1-yl)-2-oxoacetamido)nicotinamide